4-chloro-1-methyl-pyrazolo[3,4-b]Pyridine ClC1=C2C(=NC=C1)N(N=C2)C